Cl.S(N)(=O)(=O)NC1CCNC1 4-(N-sulfamoyl)aminoazacyclopentane hydrochloride